ClC1=CC(=C(CNC2=CC=CC(=N2)OC2CCN(CC2)CC2=NC3=C(N2C[C@H]2OCC2)C=C(C=C3)C(=O)O)C=C1)F (S)-2-((4-((6-((4-chloro-2-fluorobenzyl)amino)pyridin-2-yl)oxy)piperidin-1-yl)methyl)-1-(oxetan-2-ylmethyl)-1H-benzo[d]imidazole-6-carboxylic acid